methyl 3-(4-(2-(4-((benzyloxy)carbonyl)piperazin-1-yl)ethyl)piperidin-1-yl)-1-methyl-1H-indazole-5-carboxylate C(C1=CC=CC=C1)OC(=O)N1CCN(CC1)CCC1CCN(CC1)C1=NN(C2=CC=C(C=C12)C(=O)OC)C